2-(2-((4-cyclopropyl-1-(2,6-dichlorophenyl)-1H-1,2,3-triazol-5-yl)methylene)-7-azaspiro[3.5]non-7-yl)-4-fluorobenzo[d]thiazole-6-carboxylic acid C1(CC1)C=1N=NN(C1C=C1CC2(C1)CCN(CC2)C=2SC1=C(N2)C(=CC(=C1)C(=O)O)F)C1=C(C=CC=C1Cl)Cl